N-(1-(3,3-difluorocyclobutyl)-2-oxo-1,2-dihydropyridin-3-yl)-4-((2-hydroxyethyl)sulfonamido)-2-((1S,6R)-6-(methoxymethyl)-3-azabicyclo[4.1.0]heptan-3-yl)benzamide FC1(CC(C1)N1C(C(=CC=C1)NC(C1=C(C=C(C=C1)NS(=O)(=O)CCO)N1C[C@H]2C[C@]2(CC1)COC)=O)=O)F